C1(C(C(C(C(C1O)O)O)O)O)O 1D-chiro-inositol